C1(C=CC(N1C1=CC=C(C=C1)C1=CC=C(C=C1)CCC1=CC=C(C=C1)C1=CC=C(C=C1)N1C(C=CC1=O)=O)=O)=O 1,2-bis[4-(4-maleimidophenyl)phenyl]ethane